bis-(ethylcyclopentadienyl)magnesium C(C)C1(C=CC=C1)[Mg]C1(C=CC=C1)CC